7-(8-chloronaphthalen-1-yl)-8-fluoropyrido[4,3-d]pyrimidine-2,4(1H,3H)-dione ClC=1C=CC=C2C=CC=C(C12)C1=C(C=2NC(NC(C2C=N1)=O)=O)F